O=C1N(CCC(N1)=O)C=1C=CC(=NC1)CN1CCN(CC1)C1=CC=C(C=C1)C1=CC=C2CN(C(C2=C1)=O)C(C(=O)NC=1SC=CN1)C1=C(C=CC(=C1)F)O 2-(6-(4-(4-((5-(2,4-dioxotetrahydropyrimidin-1(2H)-yl)pyridin-2-yl)methyl)piperazin-1-yl)phenyl)-1-oxoisoindolin-2-yl)-2-(5-fluoro-2-hydroxyphenyl)-N-(thiazol-2-yl)acetamide